Ethyl 4-hydroxy-1-((N-methylformamido)methyl)-7-phenoxyisoquinoline-3-carboxylate OC1=C(N=C(C2=CC(=CC=C12)OC1=CC=CC=C1)CN(C=O)C)C(=O)OCC